5,6-diphenyl-bicyclo[2.2.1]-hept-2-ene C1(=CC=CC=C1)C1C2C=CC(C1C1=CC=CC=C1)C2